C(#N)C1N(CCC1)C(CNC(=O)C1=NC2=CC=CC(=C2C=C1)Br)=O N-(2-(2-cyanopyrrolidin-1-yl)-2-oxoethyl)-5-bromoquinolinecarboxamide